C(#N)[C@H](C[C@@H]1C(NCCC1)=O)NC(=O)[C@H]1N(C[C@@H]2[C@H]1CC(C2)(F)F)C(=O)C=2NC1=C(C(=CC(=C1C2)F)C)Cl (1S,3aS,6aR)-N-((S)-1-cyano-2-((R)-2-oxopiperidin-3-yl)ethyl)-2-(4-fluoro-6-methyl-7-chloro-1H-indole-2-carbonyl)-5,5-difluorooctahydrocyclopenta[c]pyrrole-1-carboxamide